C(C\C=C/CC)(=O)OCC\C=C/CC (3z)-3-hexen-1-yl (3z)-3-hexenoate